1-(4-fluorophenyl)-N-[5-[[6-(4-methylpiperazin-1-yl)-1,7-naphthyridin-4-yl]oxy]-2-pyridyl]-2-oxo-pyridine-3-carboxamide FC1=CC=C(C=C1)N1C(C(=CC=C1)C(=O)NC1=NC=C(C=C1)OC1=CC=NC2=CN=C(C=C12)N1CCN(CC1)C)=O